1,2-distearyl-sn-glycero-3-phosphorylcholine C(CCCCCCCCCCCCCCCCC)OC[C@@H](OCCCCCCCCCCCCCCCCCC)COP(=O)(O)OCC[N+](C)(C)C